N-(4-fluorobenzyl)-2-hydroxyaniline FC1=CC=C(CNC2=C(C=CC=C2)O)C=C1